OC1=C(C=CC(=C1)O)C1=C(C(=C(C(=C1C(C)C)C1=C(C=C(C=C1)O)O)C(C)C)C1=C(C=C(C=C1)O)O)C(C)C tris(2,4-dihydroxyphenyl)1,3,5-triisopropylbenzene